BrC=1C=C(C2=C(CCO2)C1)C1=CC=NC=C1 4-(5-Bromo-2,3-dihydro-7-benzofuranyl)pyridine